COC=1C=C(C=CC1)CN1N=CC(=C1)C1=NC=2N3C(N(C(C2N1)=O)CCC)=NC=C3 2-[1-[(3-methoxyphenyl)methyl]pyrazol-4-yl]-5-propyl-3H-imidazo[2,1-b]purin-4-one